3-hydroxy-4-bromo-N,5-diphenylpyrazole OC1=NN(C(=C1Br)C1=CC=CC=C1)C1=CC=CC=C1